tert-butyl 2-allyl-4-(7-bromo-8-chloro-6-fluoro-4-(((S)-1-methylpyrrolidin-2-yl)methoxy)-1H-imidazo[4,5-c]quinolin-1-yl)piperidine-1-carboxylate C(C=C)C1N(CCC(C1)N1C=NC=2C(=NC=3C(=C(C(=CC3C21)Cl)Br)F)OC[C@H]2N(CCC2)C)C(=O)OC(C)(C)C